5-amino-2-[(6-amino-5-fluoro-2-pyridyl)methyl]-8-[2-chloro-6-(hydroxymethyl)-4-pyridyl]-7-phenyl-[1,2,4]triazolo[4,3-c]pyrimidin-3-one NC1=NC(=C(C=2N1C(N(N2)CC2=NC(=C(C=C2)F)N)=O)C2=CC(=NC(=C2)CO)Cl)C2=CC=CC=C2